7-Amino-1,3-dihydro-2-benzofuran-4-carboxylic acid methyl ester COC(=O)C1=CC=C(C=2COCC21)N